NC1=C(C=C(N=N1)C1=C(C=CC=C1)O)N1CC2CCC(C1)N2C2=CC(=NC=C2)C#CCCN2CCCCC2 2-[6-amino-5-[8-[2-[4-(1-piperidinyl)but-1-ynyl]-4-pyridinyl]-3,8-diazabicyclo[3.2.1]oct-3-yl]pyridazin-3-yl]phenol